C1(CCC1)S(=O)(=O)N1CC=2N=C(SC2C1)NC(C1=CN=C(C=C1C1=C(C=CC=C1)OC)C)=O N-(5-(Cyclobutylsulfonyl)-5,6-dihydro-4H-pyrrolo[3,4-d]thiazol-2-yl)-4-(2-methoxyphenyl)-6-methylnicotinamide